6'-((6-amino-5-ethylpyrimidin-4-yl)amino)-8'-chloro-2'H-spiro[cyclohexane-1,3'-imidazo[1,5-a]pyridine]-1',5'-dione hydrochloride Cl.NC1=C(C(=NC=N1)NC1=CC(=C2N(C1=O)C1(NC2=O)CCCCC1)Cl)CC